(E)-3-(4-methoxyphenyl)-N-(pent-3-yl)acrylamide COC1=CC=C(C=C1)/C=C/C(=O)NC(CC)CC